ClC=1C(=C(CN2CCC(CC2)CC2=NC(=CC(=C2F)NC)NC2=NNC(=C2)C)C=CC1)F 1-(3-chloro-2-fluorobenzyl)-4-((3-fluoro-6-((5-methyl-1H-pyrazol-3-yl)amino)-4-(methylamino)-pyridin-2-yl)methyl)piperidine